3-chloro-1-((1-(ethyl-d5)-1H-pyrazol-4-yl)methyl)-5-iodo-1H-pyrazole ClC1=NN(C(=C1)I)CC=1C=NN(C1)C(C([2H])([2H])[2H])([2H])[2H]